4-((2-amino-4-bromo-6-(trifluoromethyl)phenyl)amino)pyrrolidin-2-one NC1=C(C(=CC(=C1)Br)C(F)(F)F)NC1CC(NC1)=O